tert-butyl (R)-4-(4-hydroxy-2-oxopyrrolidin-1-yl)piperidine-1-carboxylate O[C@@H]1CC(N(C1)C1CCN(CC1)C(=O)OC(C)(C)C)=O